8-(Difluoromethyl)-3-(4-(2,2,2-trifluoroethoxy)phenyl)-2-(trifluoromethyl)-4H-pyrido[1,2-a]pyrimidin-4-one FC(C1=CC=2N(C(C(=C(N2)C(F)(F)F)C2=CC=C(C=C2)OCC(F)(F)F)=O)C=C1)F